(2S,6S)-6-ethyl-5-oxo-5,6-dihydro-2H-pyran-2-yl acetate C(C)(=O)O[C@@H]1O[C@H](C(C=C1)=O)CC